CONC(=O)C1CCCC1 N-methyloxycyclopentane-3-carboxamide